(-)-4-amino-3,5-dichloro-α-[[[6-[2-(2-pyridinyl)ethoxy]hexyl]-amino]methyl]benzyl alcohol NC1=C(C=C(C(CNCCCCCCOCCC2=NC=CC=C2)O)C=C1Cl)Cl